C(#C)C=1C=NN(C1)C([2H])([2H])[2H] 4-ethynyl-1-(methyl-d3)-1H-pyrazole